C1(=CC=CC=C1)C1CC(=O)OC(C1)=O 3-phenylpentanedioic anhydride